(E)-6-(4-(prop-2-yn-1-yloxy)benzylidene)-5-oxo-5,6,7,8-tetrahydronaphthalene-2-carboxylic acid C(C#C)OC1=CC=C(\C=C/2\C(C=3C=CC(=CC3CC2)C(=O)O)=O)C=C1